N-cyclobutyl-5-((7-fluoro-3H-spiro[benzo[b][1,4]dioxine-2,1'-cyclopropane]-5-yl)amino)-7-(methylamino)pyrazolo[1,5-a]pyrimidine-3-carboxamide C1(CCC1)NC(=O)C=1C=NN2C1N=C(C=C2NC)NC2=CC(=CC=1OC3(CC3)COC12)F